OC1=C(C=CC(=C1O)C(=O)O)C(=O)O 2,3-dihydroxy-1,4-benzenedicarboxylic acid